N-(3-chloro-2-methylphenyl)acrylamide ClC=1C(=C(C=CC1)NC(C=C)=O)C